3-(3-(2-(benzyloxy)ethyl)-2,2-dimethylcyclopropyl)propanal C(C1=CC=CC=C1)OCCC1C(C1CCC=O)(C)C